FC(C(=O)O)(F)F.FC(C(=O)O)(F)F.NC1=CC=C(C(=N1)C)CNC(=O)[C@H]1N(CC1)C(=O)[C@@H]1N(CC[C@@H](C1)C1=CC=CC=C1)C(=O)OC(C)(C)C tert-butyl (2R,4S)-2-((S)-2-(((6-amino-2-methylpyridin-3-yl)methyl)carbamoyl)azetidine-1-carbonyl)-4-phenylpiperidine-1-carboxylate di-trifluoroacetate